ClC1=CN(C(C(=N1)C(=O)N)=O)CC(CO)O 6-chloro-4-(2,3-dihydroxypropyl)-3-oxo-3,4-dihydropyrazine-2-formamide